ClC=1C(=NC(=NC1)NC=1C=C(C=NC1)N1C(C2(CC1)CCN(CC2)C(=O)[O-])=O)C2=CC(=CC=C2)C2CCCCC2 2-(5-((5-chloro-4-(3-cyclohexylphenyl)pyrimidin-2-yl)amino)pyridin-3-yl)-1-oxo-2,8-diazaspiro[4.5]decane-8-carboxylate